NC1=C(C2=C(S1)C(CC2)C(=O)OCC)C(C2=C(C=CC=C2F)F)=O ethyl 2-amino-3-(2,6-difluorobenzoyl)-5,6-dihydro-4H-cyclopenta[b]thiophene-6-carboxylate